5-amino-N-(4-fluorophenyl)-1H-indazole-3-carboxamide NC=1C=C2C(=NNC2=CC1)C(=O)NC1=CC=C(C=C1)F